C(=C)N1C(CCC(C1)(C)C)=O N-vinyl-4,4-dimethyl-2-azacyclohexanone